9-(4-Methoxyquinazolin-2-yl)-9H-purin-6-amine COC1=NC(=NC2=CC=CC=C12)N1C2=NC=NC(=C2N=C1)N